C(CC)(=O)N1CCC2=CC(=CC=C12)CC#C[N-]CC=1C=NC=CC1 3-(1-propionylindolin-5-yl)-N-(pyridin-3-ylmethyl)propynylamide